3-(5-(7H-pyrrolo[2,3-d]pyrimidin-4-yl)pyridin-2-yl)-6-(2-fluoro-5-methylbenzyl)-3,6-diazabicyclo[3.1.1]heptane N1=CN=C(C2=C1NC=C2)C=2C=CC(=NC2)N2CC1N(C(C2)C1)CC1=C(C=CC(=C1)C)F